CC(C(C(=O)N)N1C([C@]2(CC1)CNCC2)=O)C 3-methyl-2-[(5R)-1-oxo-2,7-diazaspiro[4.4]nonan-2-yl]butanamide